C(C)C1CC(=CC(C1)=O)C 5-ethyl-3-methylcyclohex-2-en-1-one